(+/-)-alpha-cyclohexyl-alpha-phenyl-1-piperidinepropanol Hydrochloride Cl.C1(CCCCC1)[C@@](CCN1CCCCC1)(O)C1=CC=CC=C1 |r|